BrC=1C=C(C=2N(C1)C=C(N2)COC)F 6-bromo-8-fluoro-2-(methoxymethyl)imidazo[1,2-a]pyridine